tert-Butyl 4-(4-benzyl-6-bromo-3-oxo-3,4-dihydropyrazin-2-yl)-2-oxopiperazine-1-carboxylate C(C1=CC=CC=C1)N1C(C(=NC(=C1)Br)N1CC(N(CC1)C(=O)OC(C)(C)C)=O)=O